1-(4-((8-((4-((7-fluoro-1-methyl-1H-benzo[d]imidazol-5-yl)oxy)-3-methylphenyl)amino)pyrimido[5,4-d]pyrimidin-2-yl)oxy)piperidin-1-yl)prop-2-en-1-one FC1=CC(=CC2=C1N(C=N2)C)OC2=C(C=C(C=C2)NC2=NC=NC1=C2N=C(N=C1)OC1CCN(CC1)C(C=C)=O)C